(S)-2-((7-((4-chlorobenzyl)oxy)-3,4-dihydroisoquinolin-2(1H)-yl)methyl)-1-((oxetan-2-yl)methyl)-1H-benzo[d]imidazole-6-carboxylic acid ClC1=CC=C(COC2=CC=C3CCN(CC3=C2)CC2=NC3=C(N2C[C@H]2OCC2)C=C(C=C3)C(=O)O)C=C1